C(C1=CC=CC=C1)NC(=O)[C@]12[C@@H]([C@@H]3[C@H](CN1C(=O)OC(C)(C)C)[C@@H](CN3CC(C)C)C2)CCC(=O)O |o1:10,11,12,13,23| tert-butyl (3S*,3aS*,6S*,7R*,7aS*)-6-(benzylcarbamoyl)-1-isobutyl-7-(2-carboxyethyl)octahydro-5H-3,6-methanopyrrolo[3,2-c]pyridine-5-carboxylate